(S)-N-(5-(2-aminopyrazolo[1,5-a]pyridin-5-yl)-2-methylphenyl)-2-phenylmorpholine-4-carboxamide NC1=NN2C(C=C(C=C2)C=2C=CC(=C(C2)NC(=O)N2C[C@@H](OCC2)C2=CC=CC=C2)C)=C1